4-((2-(quinolin-4-yl)-1-(2,2,2-trifluoroethyl)-1H-indol-4-yl)amino)tetrahydro-2H-thiopyran-1,1-dioxide N1=CC=C(C2=CC=CC=C12)C=1N(C2=CC=CC(=C2C1)NC1CCS(CC1)(=O)=O)CC(F)(F)F